N-[(1R)-2,2-dimethylcyclobutyl]-5-methyl-thiazole CC1([C@@H](CC1)N1CSC(=C1)C)C